4-(7-(furan-3-yl)-5-nitro-2H-indazol-2-yl)-2-methylbutan-2-ol O1C=C(C=C1)C1=CC(=CC2=CN(N=C12)CCC(C)(O)C)[N+](=O)[O-]